CN1N=CC(=C1)C1=CC=C(C=C1)CNC1=NC=NC(=C1)C1=CN=C2N1C=CC(=C2)OCCCN2CCCCC2 N-{[4-(1-methyl-1H-pyrazol-4-yl)phenyl]methyl}-6-{7-[3-(piperidin-1-yl)propoxy]imidazo[1,2-a]pyridin-3-yl}pyrimidin-4-amine